NC=1C=2C(N=C3N(C2C=CC1)C1=C(N3C)C=C(C=C1)C1=CC=C(C=C1)N1CCN(CC1)C1=C(C=C(C=C1)[N+](=O)[O-])F)=O 4-amino-9-(4-(4-(2-fluoro-4-nitrophenyl)piperazin-1-yl)phenyl)-7-methylbenzo[4,5]imidazo[1,2-a]quinazolin-5(7H)-one